Tris(dimethylamino)ethyl-tin CN(C)C(C[Sn])(N(C)C)N(C)C